ClC=1C(=C2C=NNC2=C(C1F)NC(C)CCO)C=1N=CC=2N(C1)C=C(N2)NC(=O)C2C(C2)F N-(6-(5-chloro-6-fluoro-7-((4-hydroxybutan-2-yl)amino)-1H-indazol-4-yl)imidazo[1,2-a]pyrazin-2-yl)-2-fluorocyclopropane-1-carboxamide